C(C)(C)OC1=NC=2N(C=C1C(=O)NC=1C(=NC=CC1)OC)C=C(N2)[C@@]21CO[C@@](CC2)(C1)C 7-Isopropoxy-N-(2-methoxypyridin-3-yl)-2-((1S,4R)-1-methyl-2-oxabicyclo[2.2.1]heptan-4-yl)imidazo[1,2-a]pyrimidine-6-carboxamide